FC1=NC=CC=C1C(C1CCN(CC1)C(=O)C=1C=CC2=C(NC(CO2)=O)C1)C1=CC=CC=C1 6-[4-[(2-fluoro-3-pyridyl)-phenyl-methyl]piperidine-1-carbonyl]-4H-1,4-benzoxazin-3-one